cis-8-dimethylamino-8-phenyl-3-(2-pyridin-3-yl-ethyl)-1,3-diazaspiro[4.5]decan-2-one CN(C1(CCC2(CN(C(N2)=O)CCC=2C=NC=CC2)CC1)C1=CC=CC=C1)C